FC(CN1C(=NC=C1)CN1CC2(CN(C2)C(=O)N2CC3(C2)CC(C3)N3N=C(N=C3)C(F)(F)F)C1)(F)F [6-[[1-(2,2,2-trifluoroethyl)imidazol-2-yl]methyl]-2,6-diazaspiro[3.3]heptan-2-yl]-[6-[3-(trifluoromethyl)-1,2,4-triazol-1-yl]-2-azaspiro[3.3]heptan-2-yl]methanone